C(C1=CC=CC=C1)OC1=NC=C(C=C1)C1CNCCC1F 2-(benzyloxy)-5-(4-fluoropiperidin-3-yl)pyridine